(R)-(2-(allyloxy)-3-(octadecyloxy)propoxy)(t-butyl)dimethylsilane DIMETHYL-SUCCINATE COC(CCC(=O)OC)=O.C(C=C)O[C@@H](CO[Si](C)(C)C(C)(C)C)COCCCCCCCCCCCCCCCCCC